CC(C[C@@H](C(N1CCOCCOCCOCC1)=O)NS(=O)(=O)C1=CC=C(C(=O)O)C=C1)C (S)-4-(N-(4-methyl-1-oxo-1-(1,4,7-trioxa-10-azacyclododecan-10-yl)pent-2-yl)sulfamoyl)benzoic acid